3-(4-chloro-1-oxo-1,3-dihydro-2H-pyrrolo[3,4-c]pyridin-2-yl)piperidine-2,6-dione ClC1=NC=CC2=C1CN(C2=O)C2C(NC(CC2)=O)=O